(±)-tert-butyl (1S,3R,5R)-3-((6-chloropyridazin-3-yl)amino)-6,6-difluoro-8-azabicyclo[3.2.1]octane-8-carboxylate ClC1=CC=C(N=N1)N[C@@H]1C[C@H]2CC([C@@H](C1)N2C(=O)OC(C)(C)C)(F)F |r|